C(C)(C)(C)OOC(C)(C)C1=C(C=CC=C1)C(C)(C)OOC(C)(C)C bis(α-t-butylperoxyisopropyl)benzene